6-(p-bromophenylamino)-2-ethyl-1-[6-(1-methyl-4-piperidyloxy)-2-pyridyl]-1,2-dihydro-3H-1,2,5,7-tetraazainden-3-one BrC1=CC=C(C=C1)NC1=NC=C2C(N(N(C2=N1)C1=NC(=CC=C1)OC1CCN(CC1)C)CC)=O